6-amino-2-hydroxy-5-iodo-3-methylpyrimidin-4(3H)-one NC1=C(C(N(C(=N1)O)C)=O)I